isopropylidene-α-D-glucofuranose C(C)(C)=C([C@H]([C@@H]1[C@@H]([C@H]([C@@H](O)O1)O)O)O)O